ONC(CCCCCN1C(N\C(\C1=O)=C/C1=C(C=C(C=C1)Cl)OC)=O)=O (Z)-N-hydroxy-6-(4-(4-chloro-2-methoxybenzylidene)-2,5-dioxoimidazolidin-1-yl)hexanamide